C(C1=CC=CC=C1)N1C(C=2NC3=CC=CC=C3C2C[C@@H]1C(=O)OC)C1=CC=C(C=C1)N1CCOCC1 methyl (3R)-2-benzyl-1-(4-morpholinophenyl)-2,3,4,9-tetrahydro-1H-pyrido[3,4-b]indole-3-carboxylate